(3S)-1-[4-[[2-methylsulfonyl-4-(trifluoromethoxy)phenyl]methoxy]piperidine-1-carbonyl]pyrrolidine-3-carboxamide CS(=O)(=O)C1=C(C=CC(=C1)OC(F)(F)F)COC1CCN(CC1)C(=O)N1C[C@H](CC1)C(=O)N